4-methyl-phenyl-ethyl-benzene CC1=CC=C(C=C1)C1=C(C=CC=C1)CC